tert-butyl ((1s,3s)-3-((7-((tert-butoxycarbonyl)oxy)-4-((3,4-dichloro-2-fluorophenyl)amino)quinazolin-6-yl)oxy)cyclobutyl)carbamate C(C)(C)(C)OC(=O)OC1=C(C=C2C(=NC=NC2=C1)NC1=C(C(=C(C=C1)Cl)Cl)F)OC1CC(C1)NC(OC(C)(C)C)=O